2,2-difluoro-N-((1r,2r)-1-(8-fluoro-2,3-dihydrobenzo[b][1,4]dioxin-6-yl)-1-hydroxy-3-(pyrrolidin-1-yl)propan-2-yl)-2-(3-(4-fluorophenoxy)phenyl)acetamide FC(C(=O)N[C@@H]([C@H](O)C1=CC2=C(OCCO2)C(=C1)F)CN1CCCC1)(C1=CC(=CC=C1)OC1=CC=C(C=C1)F)F